(6-((tert-butyldimethylsilyl)oxy)spiro(3.3)heptan-2-yl)methanol [Si](C)(C)(C(C)(C)C)OC1CC2(CC(C2)CO)C1